cadmium-oxide [O-2].[Cd+2]